C(CC)C(C(=O)O)(CCCCCCCCCCCCCC(=O)O)CCC dipropyl-hexadecanedioic acid